1,1,1,2,2,3,3,4,4,5,5,6,6,7,7,8,8,9,9,10,10-henicosafluorooctadecane FC(C(C(C(C(C(C(C(C(C(CCCCCCCC)(F)F)(F)F)(F)F)(F)F)(F)F)(F)F)(F)F)(F)F)(F)F)(F)F